N1(CCN(CCN(CC1)C(C=C)=O)C(C=C)=O)C(C=C)=O 1,1',1''-(1,4,7-triazonane-1,4,7-triyl)tris(prop-2-en-1-one)